CN1N=C(C=C1[N+](=O)[O-])[N+](=O)[O-] 1-methyl-3,5-dinitropyrazole